(E)-3-(4-(3-Aminoprop-1-en-1-yl)-1-oxoisoindolin-2-yl)piperidine-2,6-dione NC/C=C/C1=C2CN(C(C2=CC=C1)=O)C1C(NC(CC1)=O)=O